4,4,5,5-tetramethyl-2-((1R,2R)-2-phenylcyclopropyl)-1,3,2-dioxaborolane CC1(OB(OC1(C)C)[C@H]1[C@@H](C1)C1=CC=CC=C1)C